tert-butyl 8-methyl-4-[7-oxo-2-(3-pent-4-enoxyanilino)-8H-pyrido[2,3-d]pyrimidin-6-yl]-2,3-dihydroquinoxaline-1-carboxylate CC=1C=CC=C2N(CCN(C12)C(=O)OC(C)(C)C)C1=CC2=C(N=C(N=C2)NC2=CC(=CC=C2)OCCCC=C)NC1=O